NC1=NOC2=NC(=CC(=C21)C2=CC=C(C=C2)NC(=O)NC2=CC=C(C=C2)C(C)(C)C)C 1-(4-(3-amino-6-methylisoxazolo[5,4-b]pyridin-4-yl)phenyl)-3-(4-(tert-butyl)phenyl)urea